COC1=NC=CC=C1NCC#CC=1N(C2=CC=CC(=C2C1)NC1CCS(CC1)(=O)=O)CC(F)(F)F 4-[(2-{3-[(2-methoxypyridin-3-yl)amino]prop-1-yn-1-yl}-1-(2,2,2-trifluoroethyl)-1H-indol-4-yl)amino]-1λ6-thiane-1,1-dione